ClC=1C=CC(=C(C1)C1=NNC=C1C=1N=C2C=C(C=NC2=CC1)N1C[C@H](N(CC1)C)C(=O)NC)F |r| rac-(2S)-4-[6-[3-(5-chloro-2-fluoro-phenyl)-1H-pyrazol-4-yl]-1,5-naphthyridin-3-yl]-N,1-dimethyl-piperazine-2-carboxamide